3-sulfamoyl-2-(trifluoromethyl)-4-[4-(trifluoromethyl)-1H-pyrazol-1-yl]Phenyl-acetamide S(N)(=O)(=O)C=1C(=C(C=CC1N1N=CC(=C1)C(F)(F)F)CC(=O)N)C(F)(F)F